(S)-tert-butyl ((8-bromo-3-methyl-4-oxo-4H-pyrido[1,2-a]pyrimidin-2-yl)methyl)(2-hydroxypropyl)carbamate BrC1=CC=2N(C(C(=C(N2)CN(C(OC(C)(C)C)=O)C[C@H](C)O)C)=O)C=C1